1-[[6-(4-bromophenyl)pyridazin-3-yl]methyl]-N,N-dimethyl-azetidin-3-amine BrC1=CC=C(C=C1)C1=CC=C(N=N1)CN1CC(C1)N(C)C